FC1=C(C(=CC=C1)C)C1(CC1)C(/C=C/[C@H]1[C@@H](C[C@H]2[C@@H]1CCC1=C(O2)C=C(C=C1)C(=O)O)O)O (1R,2R,3aS,10aR)-1-{(1E,3ξ)-3-[1-(2-fluoro-6-methylphenyl)cyclopropyl]-3-hydroxy-1-propen-1-yl}-2-hydroxy-2,3,3a,9,10,10a-hexahydro-1H-benzo[b]cyclopenta[f]oxepin-6-carboxylic acid